N-(4-(4-(2-(4,4-difluoropiperidin-1-yl)-6-methylpyridin-4-yl)-1H-pyrazol-1-yl)-3-(6-azaspiro[2.5]octane-6-yl)phenyl)-1-hydroxypropane-2-sulfonamide FC1(CCN(CC1)C1=NC(=CC(=C1)C=1C=NN(C1)C1=C(C=C(C=C1)NS(=O)(=O)C(CO)C)N1CCC2(CC2)CC1)C)F